FC=1C=C2C=NN(C2=CC1C=1C=2C(=NN(C2C=CC1)CC(=O)OCC)C)C ethyl 2-{5'-fluoro-1',3-dimethyl-[4,6'-biindazol]-1-yl}acetate